C(C)(=O)[O-].[Y+3].C1(CC2C(CC1)O2)CCCCCC[Si](OCC)(OCC)OCC.C(C)(=O)[O-].C(C)(=O)[O-] 6-(3,4-epoxycyclohexyl)hexyltriethoxysilane yttrium(III) acetate